FC1=C(C=CC(=C1)F)CC(C)(C)NC(=O)C=1C=C2C(=NC1)N(C=C2)C N-(1-(2,4-difluorophenyl)-2-methylpropan-2-yl)-1-methyl-1H-pyrrolo[2,3-b]pyridine-5-carboxamide